ClC1=C(C=C2C(=N1)N=C(O2)N2CCOCC2)C=O Chloro-2-morpholinooxazolo[4,5-b]pyridine-6-carbaldehyde